C(#N)C=1C=C(C=O)C=C(C1)OC 3-CYANO-5-METHOXYBENZALDEHYDE